2-((2-Chloro-3-fluorophenyl)amino)-6-(trifluoromethyl)pyridine-3-carboxylic acid ClC1=C(C=CC=C1F)NC1=NC(=CC=C1C(=O)O)C(F)(F)F